4-bromo-10-methyl-19-(oxan-2-yl)-7-oxa-10,13,19,20-tetraazatetracyclo[13.5.2.12,6.018,21]tricosa-1(20),2,4,6(23),15(22),16,18(21)-heptaen-14-one BrC=1C=C2C3=NN(C=4C=CC(C(NCCN(CCOC(C1)=C2)C)=O)=CC34)C3OCCCC3